5-(4-((4-Methyl-5-oxomorpholin-3-yl)methoxy)phenyl)-2-oxo-6-(trifluoromethyl)-1,2-dihydropyridin-3-carboxamide CN1C(COCC1=O)COC1=CC=C(C=C1)C=1C=C(C(NC1C(F)(F)F)=O)C(=O)N